O=C1N(C=CC2=C(C=NC=C12)C1=CC=CC=C1)CC=1N=C2N(C=C(C=C2)C=O)C1 2-((1-oxo-5-phenyl-2,7-naphthyridin-2(1H)-yl)methyl)imidazo[1,2-a]pyridine-6-carbaldehyde